methyl 7-(5-chloro-2-(2-(2,5-dimethyl-4,6-dioxo-5,6,7,8-tetrahydroquinazolin-3(4H)-yl)ethoxy)phenyl)-5-methylthieno[3,2-b]pyridine-3-carboxylate ClC=1C=CC(=C(C1)C1=C2C(=NC(=C1)C)C(=CS2)C(=O)OC)OCCN2C(=NC=1CCC(C(C1C2=O)C)=O)C